4-(4-aminobutyl)oxazolidine-2,5-dione NCCCCC1NC(OC1=O)=O